CN1C(=NC=C1)COC1=CC=2N(C=C1)C(=CN2)C2=CC(=NC=N2)NCC2=CC=C(C=C2)C=2C=NN(C2)C {6-[7-(1-methyl-1H-imidazol-2-ylmethoxy)-imidazo[1,2-a]pyridin-3-yl]-pyrimidin-4-yl}-[4-(1-methyl-1H-pyrazol-4-yl)-benzyl]-amine